CC1=CC=C(C=C1)S(=O)(=O)OCC(CCOS(=O)(=O)C1=CC=C(C=C1)C)(C)C 2,2-Dimethylbutane-1,4-diyl bis(4-methylbenzenesulfonate)